C1(=CC=CC=C1)C1=NC(=NC(=C1)C1=CC=CC=C1)C=1C=C(C=C(C1)N1C2=CC=C(C=C2C=2C=C(C=CC12)C1=C(C=C(C=C1C)C)C)C1=C(C=C(C=C1C)C)C)N1C2=CC=C(C=C2C=2C=C(C=CC12)C1=C(C=C(C=C1C)C)C)C1=C(C=C(C=C1C)C)C 9,9'-(5-(4,6-diphenylpyrimidin-2-yl)-1,3-phenylene)bis(3,6-dimesityl-9H-carbazole)